C(C=C)(=O)N1CCC=C(C1)C1=CC=C(C=2NC=3CCC4(CC3C12)OCCO4)C(=O)N 4'-(1-prop-2-enoyl-3,6-dihydro-2H-pyridin-5-yl)spiro[1,3-dioxolane-2,6'-5,7,8,9-tetrahydro-carbazole]-1'-carboxamide